R-(+)-phenethylamine C(CC1=CC=CC=C1)N